N1=CNC2=NC=CC(=C21)C=2C=NN(C2)C2=CC=C(C=N2)[C@@](C(F)(F)F)(O)C2CN(CC2)CC (S)-1-(6-(4-(3H-imidazo[4,5-b]pyridin-7-yl)-1H-pyrazol-1-yl)pyridin-3-yl)-1-(1-ethylpyrrolidin-3-yl)-2,2,2-trifluoroethanol